1-(3,4-dihydroxyphenyl)-1-(4-hydroxyphenyl)-1-phenylethane OC=1C=C(C=CC1O)C(C)(C1=CC=CC=C1)C1=CC=C(C=C1)O